COS(=O)(=O)SC1CS(CC1)(=O)=O 3-methoxysulfonylthiotetrahydrothiophene-1,1-dioxide